CC1=C(C(=C(C2=C1O[C@](CC2)(C)CCC[C@H](C)CCC[C@H](C)CCCC(C)C)C)OC(=O)C)C alpha-Tocopheryl acetate